C1(CC1)N(C(OC(C)(C)C)=O)[C@H]1CN(CC1)C1=NC=C(N=C1)C(NC1=CC2=CN(N=C2C=C1OC1CCOCC1)C)=O tert-Butyl (R)-cyclopropyl(1-(5-((2-methyl-6-((tetrahydro-2H-pyran-4-yl)oxy)-2H-indazol-5-yl)carbamoyl)pyrazin-2-yl)pyrrolidin-3-yl)carbamate